C(C(=O)O)(=O)O.FC1(CN(CC2(CNC2)C1)C(=O)OC(C)(C)C)F tert-butyl 8,8-difluoro-2,6-diazaspiro[3.5]nonane-6-carboxylate oxalate